1,2-bis(4-amino-3-chlorophenyl)ethane NC1=C(C=C(C=C1)CCC1=CC(=C(C=C1)N)Cl)Cl